N-(2,6-dichloro-3-methylphenyl)-5,7-dimethoxy-[1,2,4]triazolo[1,5-a]pyrimidine-2-sulfonamide ClC1=C(C(=CC=C1C)Cl)NS(=O)(=O)C1=NN2C(N=C(C=C2OC)OC)=N1